1-ethyl-3-methylimidazole dicyanoammonium salt C(#N)[NH2+]C#N.C(C)N1CN(C=C1)C